CC1=NOC(=C1C=1C=NC=2CCN(CC2C1)C=1C(=CC=2N(N1)C=NN2)C)C 3,5-dimethyl-4-[6-(7-methyl-[1,2,4]triazolo[4,3-b]pyridazin-6-yl)-7,8-dihydro-5H-1,6-naphthyridin-3-yl]isoxazole